(3R,5R)-5-(1-(tert-butyl)-5-((2-(methoxymethyl)imidazo[1,2-c]pyrimidin-5-yl)amino)-1H-pyrazol-3-yl)tetrahydrofuran-3-yl (1-methylcyclopropyl)carbamate CC1(CC1)NC(O[C@H]1CO[C@H](C1)C1=NN(C(=C1)NC1=NC=CC=2N1C=C(N2)COC)C(C)(C)C)=O